FC1(C(C1)C1=NC(=NC=C1F)C(=O)OC)F Methyl 4-(2,2-difluorocyclopropyl)-5-fluoropyrimidine-2-carboxylate